N-[(2,4-DIMETHOXYPHENYL)METHYL]-4-METHYL-6-[5-(4,4,5,5-TETRAMETHYL-1,3,2-DIOXABOROLAN-2-YL)-6-(TRIFLUOROMETHYL)PYRIDIN-3-YL]PHTHALAZIN-1-AMINE COC1=C(C=CC(=C1)OC)CNC1=NN=C(C2=CC(=CC=C12)C=1C=NC(=C(C1)B1OC(C(O1)(C)C)(C)C)C(F)(F)F)C